tert-butyl (3S)-3-((3-((allyloxy)methyl)-6-bromopyridin-2-yl)carbamoyl)-5-(aminomethyl)-2-azabicyclo[3.1.0]hexane-2-carboxylate C(C=C)OCC=1C(=NC(=CC1)Br)NC(=O)[C@H]1N(C2CC2(C1)CN)C(=O)OC(C)(C)C